CNC1=CC(=CC=C1O)C methylamino-p-cresol